FC1(CCC(CC1)N1N=C(C2=C1SC(=C2)C(=O)NC2CCC(CC2)N2CCOCC2)C)F 1-(4,4-difluorocyclohexyl)-3-methyl-N-((1r,4r)-4-morpholinocyclohexyl)-1H-thieno[2,3-c]pyrazole-5-carboxamide